3-({[(1R)-6-[(2-hydroxyethyl)(phenyl)amino]-1,2,3,4-tetrahydronaphthalen-1-yl]methyl}amino)pyridine-4-carboxylic acid OCCN(C=1C=C2CCC[C@H](C2=CC1)CNC=1C=NC=CC1C(=O)O)C1=CC=CC=C1